FC1=CC(=C(C(=O)N(C)OC)C=C1)OC 4-fluoro-N,2-dimethoxy-N-methyl-benzamide